1-hydroxy-N-methoxy-6,6,9-trimethyl-3-pentyl-6H-benzo[c]chromene-2-carboxamide OC1=C2C3=C(C(OC2=CC(=C1C(=O)NOC)CCCCC)(C)C)C=CC(=C3)C